N-(6-(4-(4,4-dioxido-5,6-dihydro-1,4-oxathiin-2-yl)-1H-imidazol-1-yl)-5-fluoropyridin-3-yl)-2-(5-methyl-3-(trifluoromethyl)-1H-pyrazol-1-yl)acetamide O=S1(C=C(OCC1)C=1N=CN(C1)C1=C(C=C(C=N1)NC(CN1N=C(C=C1C)C(F)(F)F)=O)F)=O